C(C)(C)(C)C1(C(C=CC=C1)N=C=N)C(C)(C)C 2,2-di-t-butylphenylcarbodiimide